N-(2-((2-chloro-5-fluoropyrimidin-4-yl)amino)phenyl)benzenesulfonamide ClC1=NC=C(C(=N1)NC1=C(C=CC=C1)NS(=O)(=O)C1=CC=CC=C1)F